ClC1=C(C(=O)P(C2=CC=C(C=C2)CCC)(C(C2=C(C=CC=C2Cl)Cl)=O)=O)C(=CC=C1)Cl bis(2,6-dichlorobenzoyl)-4-propylphenylphosphine oxide